O1COC2=C1C=CC(=C2)NC2=NC=C(C(=N2)NC2=C(C(=O)NC)C=CC=C2)Br 2-((2-(Benzo[d][1,3]dioxol-5-ylamino)-5-bromopyrimidin-4-yl)amino)-N-methylbenzamide